5-(ethylsulfonyl)-N-isopropyl-6-(2-(trifluoromethyl)pyrazolo[1,5-a]pyrimidin-5-yl)pyridin-2-amine C(C)S(=O)(=O)C=1C=CC(=NC1C1=NC=2N(C=C1)N=C(C2)C(F)(F)F)NC(C)C